N-[2-amino-5-(4-fluorophenyl)phenyl]-4-[(2-methylpyrimidin-5-yl)sulfonyl]benzamide tert-Butyl-(8-benzyl-8-azabicyclo[3.2.1]octan-3-yl)carbamate C(C)(C)(C)N(C(O)=O)C1CC2CCC(C1)N2CC2=CC=CC=C2.NC2=C(C=C(C=C2)C2=CC=C(C=C2)F)NC(C2=CC=C(C=C2)S(=O)(=O)C=2C=NC(=NC2)C)=O